FC1(CCC(CC1)C1=CC(=NC(=C1)C1=NN(C=C1)C(F)F)CNC(C=C)=O)F N-((4-(4,4-difluorocyclohexyl)-6-(1-(difluoromethyl)-1H-pyrazol-3-yl)pyridin-2-yl)methyl)acrylamide